6-Chloro-N4-ethyl-2-(ethylsulfanyl)pyrimidine-4,5-diamine ClC1=C(C(=NC(=N1)SCC)NCC)N